FC1C2(C(N(C1)C(=O)OCC1=CC=CC=C1)CNC2)F (cis)-Benzyl 3,3a-difluorohexahydropyrrolo[3,4-b]pyrrole-1(2H)-carboxylate